Cl.NC(CC(=O)N1CCN(CC1)C(=O)NC1=NC(N(C=C1)C1=CC(=CC=C1)CN1CCC(CC1)N)=O)(C)C 4-(3-Amino-3-methylbutanoyl)-N-(1-(3-((4-aminopiperidin-1-yl)methyl)phenyl)-2-oxo-1,2-dihydropyrimidin-4-yl)piperazine-1-carboxamide hydrochloride salt